FC=1C=C2C(NN=C(C2=CC1F)[C@@H](C)N(C(=O)C=1C=C2C=CN(C2=CC1)C)C)=O |r| Racemic-N-(1-(6,7-difluoro-4-oxo-3,4-dihydrophthalazin-1-yl)ethyl)-N,1-dimethyl-1H-indole-5-carboxamide